(4-amino-1-methyl-7-(trifluoromethyl)-1H-pyrazolo[4,3-c]quinolin-8-yl)((3S)-3-(4-(trifluoromethyl)phenyl)-4-morpholinyl)methanone NC1=NC=2C=C(C(=CC2C2=C1C=NN2C)C(=O)N2[C@H](COCC2)C2=CC=C(C=C2)C(F)(F)F)C(F)(F)F